ClC1=CC=C2C=CN=C(C2=C1)NCCN1CCOCC1 7-Chloro-N-(2-morpholinylethyl)isoquinolin-1-amine